tert-butyl 4-(6-chloro-7-(2-fluorophenyl)-1-(2-isopropylphenyl)-2-oxo-1,2-dihydro-1,8-naphthyridin-4-yl)-3-methylpiperazine-1-carboxylate ClC=1C=C2C(=CC(N(C2=NC1C1=C(C=CC=C1)F)C1=C(C=CC=C1)C(C)C)=O)N1C(CN(CC1)C(=O)OC(C)(C)C)C